lauryl alpha-chloroacrylate ClC(C(=O)OCCCCCCCCCCCC)=C